NC1=CC=C(C=C1)C1=C(C=2N=CN=C(C2N1C1=CC(=C(C=C1C)O)F)NCC1=CC=C(C=C1)OC)C 4-[6-(4-aminophenyl)-4-{[(4-methoxyphenyl)methyl]amino}-7-methylpyrrolo[3,2-d]pyrimidin-5-yl]-2-fluoro-5-methylphenol